IC1=C(OC2=C(C=C(C=C2C1=O)C)C(C)NC1=C(C(=O)OC(C)(C)C)C=CC=C1)C1=CC=CC=C1 tert-butyl 2-[1-(3-iodo-6-methyl-4-oxo-2-phenyl-chromen-8-yl)ethylamino]benzoate